CN(C)CC1=C(C(=CC(=C1)CN(C)C)OC)O 2,4-Bis(dimethylaminomethyl)-6-methoxy-phenol